C(C)C1=NC(=C(C(=C1C(=O)NC1=CC(=C(C=C1)OC1=CC=NC2=CC(=CN=C12)OC)F)O)C1=CC=C(C=C1)F)C 2-ethyl-N-[3-fluoro-4-[(7-methoxy-1,5-naphthyridin-4-yl)oxy]phenyl]-5-(4-fluorophenyl)-4-hydroxy-6-methylpyridine-3-carboxamide